ClC1=C(N=C(NC1=O)C1=CC=NC=C1)C1CCN(CC1)C(=O)C1=NN(C(=C1)C)C 5-chloro-4-[1-(1,5-dimethylpyrazole-3-carbonyl)-4-piperidinyl]-2-(4-pyridinyl)-1H-pyrimidin-6-one